OC1=C(C=CC=C1)CNC(=O)[C@H]1[C@@H]([C@@H]2CC[C@H]([C@@H]3CC[C@]4(OO[C@]32[C@H](O1)O4)C)C)C (3R,5aS,6R,8aS,9R,10R,12R,12aR)-N-[(2-hydroxyphenyl)methyl]-3,6,9-trimethyldecahydro-12H-3,12-epoxypyrano[4,3-j][1,2]benzodioxepin-10-carboxamide